[N+](=O)([O-])C1=C(C=C(C=C1)C(F)(F)F)CC(=O)OC methyl 2-[2-nitro-5-(trifluoromethyl)phenyl]acetate